6,8-difluoro-2-methyl-3,4-dihydro-2H-benzo[b][1,4]oxazine FC1=CC2=C(OC(CN2)C)C(=C1)F